C1(CC1)C1=C(C=NN1C)C#CC=1C=NC=C(C(=O)N(C)C[C@H](CC2=CC=CC=C2)O)C1 (S)-5-((5-cyclopropyl-1-methyl-1H-pyrazol-4-yl)ethynyl)-N-(2-hydroxy-3-phenylpropyl)-N-methylnicotinamide